N-(3-methoxybenzyl)-4-((3-methoxybenzyloxy)methyl)-N-methylthiazol-2-amine COC=1C=C(CN(C=2SC=C(N2)COCC2=CC(=CC=C2)OC)C)C=CC1